ClC1=CC=C2C(=C1)CN(C(C21CCN(CC1)C1CCC(CC1)C(C)C)=O)CCNNS(=O)(=O)N N-(2-(7-chloro-1'-((1s,4s)-4-isopropyl-cyclohexyl)-3-oxo-1H-spiro[isoquinoline-4,4'-piperidin]-2(3H)-yl)ethyl)amino-sulfamide